NC(C(C(=O)O)=O)CCCCCC amino-oxononanoic acid